COC1=CC=C(CN2C(O[C@@H](C2)C=O)=O)C=C1 (S)-3-(4-methoxybenzyl)-5-formyl-oxazolidin-2-one